[Cu+].NC1=NC=CC(=N1)N1C=C(C2=CC=C(C=C12)C#CC1(CCCCC1)O)C(=O)N1CCN(CC1)C(CCCC#C)=O 1-{4-{1-(2-aminopyrimidin-4-yl)-6-[(1-hydroxycyclohexyl)ethynyl]-1H-indol-3-carbonyl}piperazin-1-yl}hex-5-yn-1-one Copper(I)